C1(=CC=CC=C1)OC(N(C(=O)OC1=CC=CC=C1)C1=NC=CC(=C1)Cl)=O N-(4-chloro-2-pyridinyl)-N-phenoxycarbonyl-carbamic acid phenylester